ClC1=CC=C(C=C1)C=CC=C 1-p-chlorophenyl-1,3-butadiene